(S)-ethyl 8-(2-amino-6-((R)-1-(3'-amino-5-chloro-[1,1'-biphenyl]-2-yl)-2,2,2-trifluoroethoxy)pyrimidin-4-yl)-2,8-diazaspiro[4.5]decane-3-carboxylate NC1=NC(=CC(=N1)N1CCC2(C[C@H](NC2)C(=O)OCC)CC1)O[C@@H](C(F)(F)F)C1=C(C=C(C=C1)Cl)C1=CC(=CC=C1)N